4-(cyclopropyl-(methyl)amino)-N-(3-((6-(4-(4-methylpiperazin-1-yl)phenyl)-7H-pyrrolo[2,3-d]pyrimidin-4-yl)oxy)phenyl)but-2-enamide C1(CC1)N(CC=CC(=O)NC1=CC(=CC=C1)OC=1C2=C(N=CN1)NC(=C2)C2=CC=C(C=C2)N2CCN(CC2)C)C